C12(CC3CC(CC(C1)C3)C2)N(CCCCCCCOC2N(C(C3=CC=CC=C23)=O)C2CC(NC(C2)=O)=O)C 4-((7-((adamantan-1-yl)(methyl)amino)heptyl)oxy-oxoisoindolin-2-yl)piperidine-2,6-dione